6-[4-Chloro-3-(difluoromethoxy)phenyl]-1-(pyridazin-3-ylmethyl)pyrazolo[4,3-b]pyridine ClC1=C(C=C(C=C1)C=1C=C2C(=NC1)C=NN2CC=2N=NC=CC2)OC(F)F